tert-butyl (30-(2-(4-chloro-3-(4-cyano-6-(trifluoromethyl)pyridin-3-yl)-N-methylbenzamido)-3-methylphenoxy)-28-oxo-3,6,9,12,15,18,21,24-octaoxa-27-azatriacontyl)carbamate ClC1=C(C=C(C(=O)N(C)C2=C(OCCC(NCCOCCOCCOCCOCCOCCOCCOCCOCCNC(OC(C)(C)C)=O)=O)C=CC=C2C)C=C1)C=1C=NC(=CC1C#N)C(F)(F)F